C(CCCCCCCC)OC(CCCCCCC(CC)O)OCCCCCCCCC 10,10-dinonyloxy-3-decanol